[N+](=O)([O-])C=1C(=NON1)OCC1(COC1)COC1=NON=C1[N+](=O)[O-] 3,3-Bis(4-nitrofurazan-3-oxymethyl)oxetane